ClC=1C=NC=C(C1[C@@H](C)OC=1C=C2C(=NNC2=CC1)C1=NC2=C(N1)CN(C2)C(=O)OC)Cl (R)-methyl 2-(5-(1-(3,5-dichloropyridin-4-yl) ethoxy)-1H-indazol-3-yl)-4,6-dihydropyrrolo[3,4-d]imidazole-5(1H)-carboxylate